C(C=C)N1N(C2=NC(=NC=C2C1=O)NC1=CC=C(C=C1)CN1CCN(CC1)C)C1=CC=CC(=N1)S(=O)(=O)N 6-(2-allyl-6-((4-((4-methylpiperazin-1-yl)methyl)phenyl)amino)-3-oxo-2,3-dihydro-1H-pyrazolo[3,4-d]pyrimidin-1-yl)pyridin-2-sulfonamide